C(=O)(O)CCC1=CC=C(C=C1)[C@H]1[C@@](CCCC1)(C(=O)O)CN 4-(2-carboxyethyl)phenyl-trans-aminomethyl-cyclohexanecarboxylic acid